BrC1=CC=C(C(=O)NC[C@H](C)O)C=C1 4-bromo-N-[(2S)-2-hydroxypropyl]benzamide